C1(=CC=CC=C1)OC(NC[C@H]1OC2=C(C1)C1=C(N=C(S1)C1=C3N=CC(=NC3=CC(=C1)C)OC)C=C2F)=O (S)-((5-fluoro-2-(2-methoxy-7-methylquinoxalin-5-yl)-7,8-dihydrobenzofuro[5,4-d]thiazol-7-yl)methyl)carbamic acid phenyl ester